C(C(=O)N=C=S)(=O)N=C=S oxalic, isothiocyanate